OCN(C(=O)NCO)C1N(C(N(C1=O)CO)=O)CO N-hydroxymethyl-N-(1,3-di(hydroxymethyl)-2,5-dioxoimidazolidin-4-yl)-N'-hydroxymethylurea